[N+](=O)([O-])C1=CC=C(CSC=2N=CCN2)C=C1 2-((4-nitrobenzyl)thio)-4H-imidazole